(S)-1-(3-methyl-4-((1-(3,4,5-trimethoxyphenyl)-1H-imidazol-4-yl)amino)-1H-pyrazolo[3,4-d]pyrimidin-6-yl)pyrrolidine-2-carboxamide CC1=NNC2=NC(=NC(=C21)NC=2N=CN(C2)C2=CC(=C(C(=C2)OC)OC)OC)N2[C@@H](CCC2)C(=O)N